4-benzyloxy-1-[4-(1,1-difluoroethyl)phenyl]sulfonyl-3-(3,3,4,4-tetrafluoropyrrolidin-1-yl)indazole C(C1=CC=CC=C1)OC1=C2C(=NN(C2=CC=C1)S(=O)(=O)C1=CC=C(C=C1)C(C)(F)F)N1CC(C(C1)(F)F)(F)F